N=1N=CN(C1)C1=CC(=C2C=NNC2=C1)OCCOCCCCNCC=1NC2=CC=C(C=C2C1)OC1CCC1 4-(2-((6-(4H-1,2,4-triazol-4-yl)-1H-indazol-4-yl)oxy)ethoxy)-N-((5-cyclobutoxy-1H-indol-2-yl)methyl)butan-1-amine